CCC(C)(OC1=CC=CC=C1)OC2=CC=CC=C2 3-diphenoxybutane